(1R,4R)-6'-acetyl-4-[(3-chlorophenyl)(trifluoroacetyl)amino]-2'-[(2R)-3-hydroxy-2-methylpropyl]-4'-methyl-2',3'-dihydrospiro[cyclohexane-1,1'-indene]-4-carboxylic acid methyl ester COC(=O)C1(CCC2(C(CC3=C(C=C(C=C23)C(C)=O)C)C[C@H](CO)C)CC1)N(C(C(F)(F)F)=O)C1=CC(=CC=C1)Cl